6-amino-2-chloro-4-(difluoromethyl)nicotinonitrile NC1=NC(=C(C#N)C(=C1)C(F)F)Cl